(4-ethoxybenzylidene)amine C(C)OC1=CC=C(C=N)C=C1